C(C)OC=1C=C(C=CC1)C1=CC(=C(C=O)C=C1)CC 4-(3-ethoxyphenyl)-2-ethylbenzaldehyde